CN(C(=O)[C@H]1N([C@H]2CCCC[C@H]2C1)C(=O)OC(C)(C)C)C=1C=C(C=CC1)C tert-butyl (2S,3aS,7aS)-2-(methyl (m-tolyl)carbamoyl)octahydro-1H-indole-1-carboxylate